2,7-dichloro-8-fluoro-N-((1s,2s)-2-fluorocyclopropyl)pyrido[4,3-d]pyrimidin-4-amine ClC=1N=C(C2=C(N1)C(=C(N=C2)Cl)F)N[C@@H]2[C@H](C2)F